C1N(CCC2=CC=CC=C12)C[C@H](CN1C[C@@H](OC2=C(C1)C=CC(=C2)OC2CCN(CC2)C)C)O (2S)-4-[(2R)-3-(3,4-dihydro-1H-isoquinolin-2-yl)-2-hydroxypropyl]-2-methyl-8-[(1-methyl-4-piperidinyl)oxy]-2,3-dihydro-1,4-benzoxazepin